N1=CC=CC=2C(NC=CC12)=O 6H-1,6-naphthyridin-5-one